CCNC(=O)C The molecule is a member of the class of acetamides that is the N-ethyl derivative of acetamide. It has a role as a metabolite.